5-chloro-3-(3,5-dichloro-4-hydroxybenzamido)-N-(2-(trifluoromethoxy)benzyl)thiophene-2-carboxamide ClC1=CC(=C(S1)C(=O)NCC1=C(C=CC=C1)OC(F)(F)F)NC(C1=CC(=C(C(=C1)Cl)O)Cl)=O